C1(CCCCC1)C1=NC2=CC=C(C=C2C(N1)=O)C 2-cyclohexyl-6-methylquinazolin-4(3H)-one